tert-Butyl N-[3-(2,3-dichlorophenyl)-5-(formamidomethyl)-6-[(1R)-1-[(2-methylpropane-2-sulfinyl)amino]-8-azaspiro[4.5]decan-8-yl]pyrazin-2-yl]carbamate ClC1=C(C=CC=C1Cl)C=1C(=NC(=C(N1)CNC=O)N1CCC2(CCC[C@H]2NS(=O)C(C)(C)C)CC1)NC(OC(C)(C)C)=O